2-(3-(2-fluoro-4-methoxyphenyl)-6-oxopyridazin-1(6H)-yl)-N-(4-phenylbutan-2-yl)acetamide FC1=C(C=CC(=C1)OC)C1=NN(C(C=C1)=O)CC(=O)NC(C)CCC1=CC=CC=C1